ClC=1C=C(OC2=CC=C(C(=O)NC(C(=O)O)\C=C\C(C)(C)C)C=C2)C=CC1 (E)-2-[p-(m-chlorophenoxy)benzoylamino]-5,5-dimethyl-3-hexenoic acid